(Z)-2-(((2,2-dimethyl-1-phenylpropylidene)amino)oxy)acetic acid CC(/C(/C1=CC=CC=C1)=N/OCC(=O)O)(C)C